CC1(C(CCCC1)(C(=O)[O-])C)C(=O)[O-] 1,2-dimethylcyclohexane-1,2-dicarboxylate